C(C)OC1=C(C(=CC(=C1)CN1CCC2(CN(C2)C2=C(C=C(C(=O)O)C=C2)F)CC1)OCC)C1=CC=C(C=C1)F 4-(7-((2,6-diethoxy-4'-fluoro-[1,1'-biphenyl]-4-yl)methyl)-2,7-diazaspiro[3.5]nonan-2-yl)-3-fluorobenzoic acid